C(C)C1=NOC(C1)(C1=CC=CC=C1)C1=CC=C(C=C1)F ethyl-5-(4-fluorophenyl)-5-phenyl-2-isoxazoline